5-bromo-4-methoxybenzo[b]thiophene BrC1=C(C2=C(SC=C2)C=C1)OC